FC(C(CC(=O)C1=CC=CC=C1)=O)(F)F 4,4,4-trifluoro-1-phenyl-1,3-butanedione